C(=O)(OCCCCCC)OOC(=O)[O-] hexyl peroxydicarbonate